(1S,2R,3S,6R,7S,9R)-N-[cyano(isoquinolin-4-yl)methyl]-9-fluoro-4-{1-[2-(trifluoromethyl)phenyl]pyrazole-4-carbonyl}-4-azatricyclo[5.2.1.0^{2,6}]decane-3-carboxamide C(#N)C(NC(=O)[C@@H]1[C@H]2[C@H]3[C@@H](C[C@@H]([C@H]2CN1C(=O)C=1C=NN(C1)C1=C(C=CC=C1)C(F)(F)F)C3)F)C3=CN=CC1=CC=CC=C31